BrC=1C=2CCCC2C(=C2CCCC12)NC(=O)NS(=O)(=O)C1=CC2=C(O1)CCCCC2O N-((8-bromo-1,2,3,5,6,7-hexahydro-s-indacen-4-yl)carbamoyl)-4-hydroxy-5,6,7,8-tetrahydro-4H-cyclohepta[b]furan-2-sulfonamide